(4-chlorophenyl)-1H-imidazole-4-carbonitrile ClC1=CC=C(C=C1)N1C=NC(=C1)C#N